N-(2-(1H-1,2,4-triazol-5-yl)ethyl)-4-(isopropylamino)-6-(1H-pyrazol-4-yl)quinoline-3-carboxamide N1N=CN=C1CCNC(=O)C=1C=NC2=CC=C(C=C2C1NC(C)C)C=1C=NNC1